ClC=1C=C(C(=O)N[C@@H](C)C2=NC=NN2C2=NC=C(C=C2)CN=S(=O)(C)CC)C=C(C1)C(F)(F)F 3-chloro-N-((1S)-1-(1-(5-(((ethyl(methyl)(oxo)-λ6-sulfaneylidene)amino)methyl)pyridin-2-yl)-1H-1,2,4-triazol-5-yl)ethyl)-5-(trifluoromethyl)benzamide